N-(3-chloro-4-(pyridin-2-ylmethoxy)phenyl)-5-methoxy-6-nitroquinazolin-4-amine ClC=1C=C(C=CC1OCC1=NC=CC=C1)NC1=NC=NC2=CC=C(C(=C12)OC)[N+](=O)[O-]